C=CCO[C@@]1(C[C@H]([C@H]([C@H](O1)[C@H](CO)N=[N+]=[N-])O)O)C(=O)[O-] The molecule is the carbohydrate acid derivative anion formed from (allyl 7-azido-3,7-dideoxy-beta-L-gulo-oct-2-ulopyranosid)onic acid by proton loss from the carboxy group. It is a conjugate base of an (allyl 7-azido-3,7-dideoxy-beta-L-gulo-oct-2-ulopyranosid)onic acid.